Ethyl-5-((1H-pyrazol-1-yl)methyl)-3-(((tert-butoxycarbonyl)amino)methyl)-4,5-dihydroisoxazole C(C)C1C(=NOC1CN1N=CC=C1)CNC(=O)OC(C)(C)C